CCC(CCCCCCCCCCCCC)O 3-Hexadecanol